F[Si](CC)(CC)F Difluorodiethylsilane